BrC=1C=CC(=C(C1)C=CCC1=CC=CC=C1)O 3-(5-bromo-2-hydroxyphenyl)-1-phenyl-2-propene